(S)-N-(3-((1,2,3,4-tetrahydroacridin-9-yl)amino)propyl)pyrrolidine-3-carboxamide C1CCCC2=NC3=CC=CC=C3C(=C12)NCCCNC(=O)[C@@H]1CNCC1